C(C)N(C(C(CSC)C)=O)C1=C(N=C(S1)C=1C=NC=CC1)C N-Ethyl-2-methyl-N-[4-methyl-2-(3-pyridyl)thiazol-5-yl]-3-methylsulfanyl-propionamide